O1C=NCC1 (2)Oxazoline